4-(2-(isopropyl(methyl)amino)ethyl)naphthalen-2-ol fumarate C(\C=C\C(=O)O)(=O)O.C(C)(C)N(CCC1=CC(=CC2=CC=CC=C12)O)C